BrC=1C=C2C(N(C(=NC2=CC1)[C@H](CCC)N1CCN(C[C@H](C1)C)C)CC)=O 6-bromo-2-((S)-1-((R)-4,6-dimethyl-1,4-diazepan-1-yl)butyl)-3-ethylquinazolin-4(3H)-one